9-cis-β,β-carotene CC1=C(C(CCC1)(C)C)/C=C/C(=C/C=C/C(=C/C=C/C=C(\C)/C=C/C=C(/C)\C=C\C2=C(CCCC2(C)C)C)/C)/C